2-(((R)-1-(2-((R)-4,4-difluoro-2-methylpiperidin-1-yl)-3,7-dimethyl-4-oxo-4H-pyrido[1,2-a]pyrimidin-9-yl)ethyl)amino)benzoic acid FC1(C[C@H](N(CC1)C=1N=C2N(C(C1C)=O)C=C(C=C2[C@@H](C)NC2=C(C(=O)O)C=CC=C2)C)C)F